ethyl 3-bromo-5-(tert-butoxycarbonylamino)-4,5,6,7-tetrahydro-2-benzothiophene-1-carboxylate BrC=1SC(=C2C1CC(CC2)NC(=O)OC(C)(C)C)C(=O)OCC